Heptane-5-one CCCCC(CC)=O